C(C)(C)(C)OC(=O)C=1NC2=CC(=C(C=C2C1)F)F 5,6-difluoroindole-2-carboxylic acid tert-butyl ester